(2-chloro-5-fluorophenyl)-4-nitro-2,3-dihydrobenzo[d]isothiazole 1-oxide ClC1=C(C=C(C=C1)F)N1S(C2=C(C1)C(=CC=C2)[N+](=O)[O-])=O